C(C=C)(=O)N1SCCCN(C1)C 2-acryloyl-4-methyl-1,2,4-thiadiazepan